methyl-ammonium [tetrakis(pentafluorophenyl) borate] FC1=C(C(=C(C(=C1[B-](C1=C(C(=C(C(=C1F)F)F)F)F)(C1=C(C(=C(C(=C1F)F)F)F)F)C1=C(C(=C(C(=C1F)F)F)F)F)F)F)F)F.C[NH3+]